N[C@@H]1[C@@H](CN(CC1)C1=C(C=NC2=CC=C(C=C12)C=1C(=C(C#N)C=CC1)OCOC)C1=CC(=CC(=C1)F)F)O 3-{4-[cis-4-amino-3-hydroxypiperidin-1-yl]-3-(3,5-difluorophenyl)quinolin-6-yl}-2-(methoxymethoxy)benzonitrile